C1=CC(=CC=2C3=CC=CC=C3NC12)S(=O)(=O)Cl 9H-carbazole-3-sulfonyl chloride